C(C\C=C/CCCC)OC(CCCCC(=O)OCCCCCCN(CCCCCCCC(=O)OCCCCCCCCC)CCO)OCC\C=C/CCCC nonyl 8-((6-((6,6-bis(((Z)-oct-3-en-1-yl)oxy)hexanoyl)oxy)hexyl)(2-hydroxyethyl)amino)octanoate